Cl.NC(=N)N Guanidine-HCL